[N+](=O)([O-])C1=CC=C(C=C1)N1CCN(CC1)C1CCC2(CCN(C2)C(=O)OC(C)(C)C)CC1 tert-butyl 8-(4-(4-nitrophenyl) piperazin-1-yl)-2-azaspiro[4.5]decane-2-carboxylate